7-Benzyloxy-2,3-dihydro-benzo[1,4]dioxine-2-carboxylic acid [4-(2-amino-acetylamino)-cyclohexyl]-amide NCC(=O)NC1CCC(CC1)NC(=O)C1COC2=C(O1)C=C(C=C2)OCC2=CC=CC=C2